hexakis(4-carboxyphenoxy)cyclotriphosphazene C(=O)(O)C1=CC=C(OP2(=NP(=NP(=N2)(OC2=CC=C(C=C2)C(=O)O)OC2=CC=C(C=C2)C(=O)O)(OC2=CC=C(C=C2)C(=O)O)OC2=CC=C(C=C2)C(=O)O)OC2=CC=C(C=C2)C(=O)O)C=C1